6-chloro-4-methyl-1-(tetrahydro-2H-pyran-2-yl)-1H-pyrazolo[3,4-d]pyrimidine ClC1=NC(=C2C(=N1)N(N=C2)C2OCCCC2)C